2-Cyclopropyl-6-[1-[(3S)-3-(1,2,4-triazol-4-yl)pyrrolidine-1-carbonyl]azetidin-3-yl]oxy-benzonitrile C1(CC1)C1=C(C#N)C(=CC=C1)OC1CN(C1)C(=O)N1C[C@H](CC1)N1C=NN=C1